FC(C1=CC=2N(C3=CC=CC=C3C2C=C1)CC1=CC=C(CP(OCC)(OCC)=O)C=C1)(F)F Diethyl (4-((2-(trifluoromethyl)-9H-carbazol-9-yl)methyl)benzyl)phosphonate